NC1=NC=NN2C1=C(C=C2C2CCN(CC2)C(C(C)(C)F)=O)Br 1-(4-(4-amino-5-bromopyrrolo[2,1-f][1,2,4]triazin-7-yl)piperidin-1-yl)-2-fluoro-2-methylpropan-1-one